CC1=CC=C(C=C1)S(=O)(=O)OC[C@H]1N(C(CC1)=O)COCC[Si](C)(C)C [(2S)-5-oxo-1-(2-trimethylsilylethoxymethyl)pyrrolidin-2-yl]methyl 4-methylbenzenesulfonate